trimercaptoethylene glycol SC(C(S)(S)O)O